[N+](#[C-])C1CCOCC1 4-isocyanotetrahydro-2H-pyran